(1-(3,5-difluoro-4-methoxybenzyl)-1H-1,2,4-triazol-3-yl)methylamine FC=1C=C(CN2N=C(N=C2)CN)C=C(C1OC)F